ClC=1C=C(C=2C=CNC2C1Cl)NCCF 6,7-Dichloro-N-(2-fluoroethyl)-1H-indol-4-amine